C1(CC1)C1=NC(=CC(=N1)C(=O)NC1=CC(=CC=C1)C1(COC1)CC1=NN=CN1C)C(C)N1CCCC1 2-Cyclopropyl-N-(3-(3-((4-methyl-4H-1,2,4-triazol-3-yl)methyl)oxetan-3-yl)phenyl)-6-(1-(pyrrolidin-1-yl)ethyl)pyrimidine-4-carboxamide